2-((2-(4-(diphenylamino)phenyl)benzofuran-6-yl)methylene)malonamide C1(=CC=CC=C1)N(C1=CC=C(C=C1)C=1OC2=C(C1)C=CC(=C2)C=C(C(=O)N)C(=O)N)C2=CC=CC=C2